N(N)C(=O)C1=NC(=NC=C1)N1CC2(CN(C2)C(=O)OC(C)(C)C)CC1 tert-butyl 6-(4-(hydrazinecarbonyl)pyrimidin-2-yl)-2,6-diazaspiro[3.4]octane-2-carboxylate